FC1=CC=C(C=C1)C(CCC(=O)O)=O 4-(4-fluorophenyl)-4-oxobutanoic acid